C(C)(C)(C)OC(=O)N1[C@H](C[C@@H](C1)O[Si](C)(C)C(C)(C)C)C(=O)O (2R,4S)-1-tert-butoxycarbonyl-4-[tert-butyl(dimethyl)silyl]oxy-pyrrolidine-2-carboxylic acid